C(C1=CC=CC=C1)(C1=CC=CC=C1)NC1C(NC1)=O 3-(benzhydrylamino)azetidin-2-one